[N+](=O)([O-])C1=CC=C(C=C1)C1C(CN(CC1)C(=O)OC(C)(C)C)=O tert-Butyl 4-(4-nitrophenyl)-3-oxo-piperidine-1-carboxylate